C1(CC1)N1N=CC(=C1)[C@H]1CN(C[C@H](O1)C)C=1N=C(C2=C(N1)N=C(S2)CCC)C2=C(C=C(C=C2)F)F (2S,6R)-2-(1-cyclopropyl-1H-pyrazol-4-yl)-4-(7-(2,4-difluorophenyl)-2-propylthiazolo[4,5-d]pyrimidin-5-yl)-6-methylmorpholine